(3-((4'-(1,1,1,3,3,3-hexafluoro-2-hydroxypropan-2-yl)-2-methyl-[1,1'-biphenyl]-4-yl)methyl)-3,8-diazabicyclo[3.2.1]octan-8-yl)(tetrahydro-2H-pyran-4-yl)methanone FC(C(C(F)(F)F)(O)C1=CC=C(C=C1)C1=C(C=C(C=C1)CN1CC2CCC(C1)N2C(=O)C2CCOCC2)C)(F)F